5-Fluoro-7-(((3R,4R)-3-fluoro-1-methylpiperidin-4-yl)methoxy)-2-((((trans)-4-hydroxycyclohexyl)thio)methyl)quinazolin-4(3H)-one FC1=C2C(NC(=NC2=CC(=C1)OC[C@@H]1[C@H](CN(CC1)C)F)CS[C@@H]1CC[C@H](CC1)O)=O